2-fluoro-4-(pyridin-4-ylethynyl)benzoic Acid FC1=C(C(=O)O)C=CC(=C1)C#CC1=CC=NC=C1